5-ketogluconic acid C(C(=O)[C@H]([C@@H]([C@H](C(=O)O)O)O)O)O